C(C)(=O)OC=1C(=NC=CC1OC)C(=O)N[C@H](C(=O)OC(C)C1(CCCCC1)C1=CC=C(C=C1)Cl)C 1-[1-(4-chloro phenyl)cyclohexyl]ethyl (2S)-2-[(3-acetoxy-4-methoxy-pyridine-2-carbonyl) amino]propanoate